3-(3,4,5-trifluorophenyl)propanenitrile FC=1C=C(C=C(C1F)F)CCC#N